C(C)(C)(C)C1(CC=C(C(=O)[O-])C=C1O)C1=CC=CC=C1 4-t-butyl-5-hydroxy-4-phenylbenzoate